C1(=CC=CC=C1)S(=O)(=O)N1N=NC2=C1C=CC=C2 1-(phenylsulfonyl)-1H-benzotriazole